OC=1C=C(C=CC1)C1=CC=CC=C1 3'-hydroxy-[1,1'-biphenyl]